6-(2-amino-6-fluoro-5-(4-((1-isopropylazetidin-3-yl)oxy)phenyl)pyridin-3-yl)-3,4-dihydroisoquinolin-1(2H)-one NC1=NC(=C(C=C1C=1C=C2CCNC(C2=CC1)=O)C1=CC=C(C=C1)OC1CN(C1)C(C)C)F